8-chloro-1,2,2-trimethyl-4-(quinolin-3-yl)-1,2-dihydroquinazoline ClC=1C=CC=C2C(=NC(N(C12)C)(C)C)C=1C=NC2=CC=CC=C2C1